(±)-1-(3-(methylsulfonyl)phenyl)ethan-1-amine trifluoroacetate FC(C(=O)O)(F)F.CS(=O)(=O)C=1C=C(C=CC1)[C@@H](C)N |r|